(E)-3-chloro-2-fluoro-6-(2-nitrovinylamino)benzoic acid ClC=1C(=C(C(=O)O)C(=CC1)N\C=C\[N+](=O)[O-])F